1-[4-[(5-cyclopropyl-1H-pyrazol-3-yl)amino]pyrimidin-2-yl]-N-methyl-pyrrolidine-3-carboxamide C1(CC1)C1=CC(=NN1)NC1=NC(=NC=C1)N1CC(CC1)C(=O)NC